ClC1=CC=C(CN2C(=CC=3C2=NC=C(C3)OC)CC(C(=O)[O-])(C)C)C=C1 3-(1-(4-chlorobenzyl)-5-methoxy-1H-pyrrolo[2,3-b]pyridin-2-yl)-2,2-dimethylpropanoate